N[C@H](C(N[C@H](C(N[C@H](C(NNC(=O)OC(C)(C)C)=O)C)=O)C)=O)CCCCNC(COCCOCCOCCOCCOCCOCCOCCOCCOCCOC)=O (5S,8S,11S)-tert-butyl 11-amino-5,8-dimethyl-4,7,10,17-tetraoxo-19,22,25,28,31,34,37,40,43,46-decaoxa-2,3,6,9,16-pentaazaheptatetracontan-1-oate